CC1(OB(OC1(C)C)C1=CC=C(C=C1)S(=O)(=O)C)C 4,4,5,5-tetramethyl-2-(4-methylsulfonylphenyl)-1,3,2-dioxaborolane